[2-[3-[(5-bromo-2-pyridinyl)oxy]cyclobutoxy]ethyl]-1-oxa-4,9-diazaspiro[5.5]undecane-4-carboxylic acid BrC=1C=CC(=NC1)OC1CC(C1)OCCC1OC2(CN(C1)C(=O)O)CCNCC2